C1(CCC1)C(=O)C=1N(C(=CC1)C)C1=CC=C(C#N)C=C1 4-(2-(cyclobutanecarbonyl)-5-methyl-1H-pyrrol-1-yl)benzonitrile